CC1C(C(=CC2(C1CCC=1C(=NC(=NC21)C2=CC=NC=C2)C2=CC=NC=C2)C)C#N)=O 7,10a-dimethyl-8-oxo-2,4-di(pyridin-4-yl)-5,6,6a,7,8,10a-hexahydrobenzo[h]quinazoline-9-carbonitrile